N1=CC=C(C=C1)[O] pyridine-4-yl-oxygen